OC1CC(C1)N(C([O-])=O)C=1N=CC2=C(C(=C(C=C2C1)C=1C=NC=2CC(CNC2C1C)C)F)N 3-Hydroxycyclobutyl(8-amino-6-(4,7-dimethyl-5,6,7,8-tetrahydro-1,5-naphthyridin-3-yl)-7-fluoroisoquinolin-3-yl)carbamate